ClC=1N=C(C2=C(N1)C(=C(N=C2)Cl)F)N2CCCC1(CCO1)C2 8-(2,7-Dichloro-8-fluoro-pyrido[4,3-d]pyrimidin-4-yl)-1-oxa-8-azaspiro[3.5]nonane